((1r,4r)-4-((4-(6-((5-fluoro-4-((R)-4-methyl-5,6,7,8-tetrahydro-4H-pyrazolo[1,5-a]azepin-3-yl)pyrimidin-2-yl)amino)pyridin-3-yl)piperidin-1-yl)methyl)cyclohexyl)methyl methanesulfonate CS(=O)(=O)OCC1CCC(CC1)CN1CCC(CC1)C=1C=NC(=CC1)NC1=NC=C(C(=N1)C=1C=NN2C1[C@@H](CCCC2)C)F